4-[[2-[3-(ethylamino)-6-ethylimino-4,5-disulfoxanthen-9-yl]benzoyl]-methylamino]butanoic acid C(C)NC=1C=CC=2C(=C3C=CC(C(=C3OC2C1S(=O)(=O)O)S(=O)(=O)O)=NCC)C1=C(C(=O)N(CCCC(=O)O)C)C=CC=C1